tert-butyl 1-(2-ethoxy-2-oxoethyl)-7-hydroxy-6-methoxy-1-methyl-3,4-dihydroisoquinoline-2(1H)-carboxylate C(C)OC(CC1(N(CCC2=CC(=C(C=C12)O)OC)C(=O)OC(C)(C)C)C)=O